tert-butyl 3-(methylsulfonyloxymethyl)-7,8-dihydro-5H-1,6-naphthyridine-6-carboxylate CS(=O)(=O)OCC=1C=NC=2CCN(CC2C1)C(=O)OC(C)(C)C